ethyl 3-((1s,4s)-4-methoxycyclohexyl)-1-methyl-4-((4-methylphenyl) sulphonamido)-1H-pyrazole-5-carboxylate COC1CCC(CC1)C1=NN(C(=C1NS(=O)(=O)C1=CC=C(C=C1)C)C(=O)OCC)C